FC=1C=C2C(=C(NC2=CC1)C(=O)NC[C@H](CC(CNC(OC(C)(C)C)=O)O[Si](C(C)C)(C(C)C)C(C)C)NC(OC(C)(C)C)=O)C1=CC=CC=C1 di-tert-butyl ((4S)-5-(5-fluoro-3-phenyl-1H-indole-2-carboxamido)-2-((triisopropylsilyl)oxy)pentane-1,4-diyl)dicarbamate